TETRAHYDROBENZOFURODIAZEPINONE N1NC(CCC2=C1C1=C(O2)C=CC=C1)=O